[Si]=O.[Fe].[Al] aluminum-iron-silicon oxide